benzyl (6R)-6-({7-bromo-2-[1-(propan-2-yl)-1H-pyrazol-4-yl][1,2,4]triazolo[1,5-c]quinazolin-5-yl} amino)-5-oxo-1,4-diazepane-1-carboxylate BrC1=CC=CC=2C=3N(C(=NC12)N[C@H]1C(NCCN(C1)C(=O)OCC1=CC=CC=C1)=O)N=C(N3)C=3C=NN(C3)C(C)C